10-undecenyl methacrylate C(C(=C)C)(=O)OCCCCCCCCCC=C